C1(CC1)C1=C(C=C(C=C1)C(NC(=O)C1N(CC(C1)F)C(CN1C=NC(=C1)C)=O)C1=CC=CC=C1)F N-[(4-cyclopropyl-3-fluorophenyl)(phenyl)methyl]-4-fluoro-1-[2-(4-methyl-1H-imidazol-1-yl)acetyl]pyrrolidine-2-carboxamide